(3S,4R)-4-(4-bromo-5-chloro-2-methyl-pyrazol-3-yl)-1-methyl-2-oxo-N-(2,3,4-trifluorophenyl)pyrrolidine-3-carboxamide BrC1=C(N(N=C1Cl)C)[C@@H]1[C@H](C(N(C1)C)=O)C(=O)NC1=C(C(=C(C=C1)F)F)F